FCC(=O)CF monofluoromethylketone